C(CCCCCCCCCCCCCCC(C)C)(=O)OCCCCCCCCCCCCCCCC cetyl alcohol isostearate